(6-ethyl-5-{4-[(5-hydroxy-6-methyl-4-pyrimidinyl)carbonyl]-1-piperazinyl}-4-oxo-7H-1,1',3,3',3a,7,7a'-heptaaza-2,5'-biindenyl-7-yl)acetamide C(C)C1=C(C(N2N=C(N=C2N1CC(=O)N)C1=CC2=NC=NN2C=C1)=O)N1CCN(CC1)C(=O)C1=NC=NC(=C1O)C